FC1(CCC(CC1)C1=NC=CC(=C1N1C(N=CC=C1)OC(C)C)C1=C(C=CC=C1)F)F N-[2-(4,4-difluorocyclohexyl)-4-(2-fluorophenyl)-3-pyridyl]-2-isopropoxy-pyrimidine